C[NH+]1CCOCC1 4-methylmorpholinium